(1R,2S,5R)-1-amino-5-(2-boronoethyl)-2-(((S)-5-(tert-butoxy)-2-((tert-butoxycarbonyl)amino)-5-oxopentanamido)methyl)cyclohexane-1-carboxylic acid N[C@]1([C@@H](CC[C@H](C1)CCB(O)O)CNC([C@H](CCC(=O)OC(C)(C)C)NC(=O)OC(C)(C)C)=O)C(=O)O